3,4-dimethyl-1-(prop-2-en-1-yl)-2,5-dihydro-1H-pyrrole-2,5-dione CC=1C(N(C(C1C)=O)CC=C)=O